C(C)(C)(C)OC(=O)N1C[C@@H](CCCC1)N1C(=NC2=C1C(=C(C=C2)OC2COCC2)Cl)NC(C2=CC(=NC=C2)C)=O (3R)-3-(7-chloro-2-(2-methylisonicotinamido)-6-((tetrahydrofuran-3-yl)oxy)-1H-benzo[d]Imidazol-1-yl)azepane-1-carboxylic acid tert-butyl ester